NC1=C(C=C(C=N1)NC(C(=O)N(CC1=NC=C(C=C1)C(F)(F)F)CC1CC1)=O)C N1-(6-amino-5-methylpyridin-3-yl)-N2-(cyclopropylmethyl)-N2-((5-(trifluoromethyl)pyridin-2-yl)methyl)oxalamide